C(C)(=O)OC1CCC(CC1)C(C)(C)C 4-(1,1-dimethylethyl)cyclohexanol acetate